tridecan-7-yl 9-hydroxy-8-(hydroxymethyl)nonanoate OCC(CCCCCCC(=O)OC(CCCCCC)CCCCCC)CO